NC=1C2=C(N=CN1)N(C=C2C2=C1C=CC=NC1=C(C=C2)NC(=O)NC2=CC(=NO2)C2(CC2)C(F)(F)F)C2CC2 1-(5-(4-AMINO-7-CYCLOPROPYL-7H-PYRROLO[2,3-D]PYRIMIDIN-5-YL)QUINOLIN-8-YL)-3-(3-(1-(TRIFLUOROMETHYL)CYCLOPROPYL)ISOXAZOL-5-YL)UREA